C1(CCC1)SC1=NC=CC=C1C1=CC(=C(C(=C1)F)C(CCCC(=O)O)(C)C)F 5-[4-(2-Cyclobutylsulfanyl-pyridin-3-yl)-2,6-difluoro-phenyl]-5-methyl-hexanoic acid